[4-[6-(3-trifluoromethylphenyl)-1H-pyrazolo[3,4-b]pyridin-5-yl]pyrimidin-2-ylamino]propane FC(C=1C=C(C=CC1)C1=C(C=C2C(=N1)NN=C2)C2=NC(=NC=C2)NCCC)(F)F